C(C)(C)(C)C1=CC2=C(C3=CC=C(C=C3C=C2C=C1)C(C)(C)C)OC(=O)C1C(CCCC1)C(=O)O 2,6-bis(tert-butyl)-9-(2-carboxycyclohexyl)carbonyloxyanthracene